methyl 2-{[(4-bromophenyl)(phenyl)methyl]amino}-5-methoxy-1-methyl-6-oxo-1,6-dihydropyrimidine-4-carboxylate BrC1=CC=C(C=C1)C(C1=CC=CC=C1)NC=1N(C(C(=C(N1)C(=O)OC)OC)=O)C